(S)-N-((S)-1-(4-methoxyphenyl)-2-((4-methoxyphenyl)amino)-2-oxoethyl)-1-(3-(pyridin-2-yl)propanoyl)pyrrolidine-2-carboxamide COC1=CC=C(C=C1)[C@@H](C(=O)NC1=CC=C(C=C1)OC)NC(=O)[C@H]1N(CCC1)C(CCC1=NC=CC=C1)=O